2-methyl-2-(4-methylpiperazin-1-yl)ethyl-dimethylamine CC(CN(C)C)N1CCN(CC1)C